COC1=C(C=CC=C1)/C=C/C(=O)NCCCCNC(\C(=C\C)\C)=O (E)-N-(4-((E)-3-(2-methoxyphenyl)acrylamido)butyl)-2-methylbut-2-enamide